FC(C1=CC=C(C=N1)C1CC(CCC1)=O)(F)F 3-(6-(trifluoromethyl)pyridin-3-yl)cyclohexanone